rel-N-[(3S,4R)-7-methyl-6-oxo-4-({[(1s,4S)-4-propoxycyclohexyl]oxy}methyl)-1,3,4,6-tetrahydro-2H-quinolizin-3-yl]methanesulfonamide CC=1C(N2[C@H]([C@H](CCC2=CC1)NS(=O)(=O)C)COC1CCC(CC1)OCCC)=O |o1:4,5|